C1(CC1)C1=NN(C(=C1)NC(CC1=NN(C=C1)C1=NC=CC(=C1)C)=O)C(=O)OC(C)(C)C Tert-butyl 3-cyclopropyl-5-(2-(1-(4-methylpyridin-2-yl)-1H-pyrazol-3-yl) acetamido)-1H-pyrazole-1-carboxylate